COC(=O)C(C(=O)O)CCCCCCCC 2-(Methoxycarbonyl)decanoic acid